3-(4-chlorophenyl)-1-(2-hydroxy-4-methoxyphenyl)prop-2-en-1-one ClC1=CC=C(C=C1)C=CC(=O)C1=C(C=C(C=C1)OC)O